5-((5-(2-hydroxyethoxy)pyridin-2-yl)methoxy)-2-methylbenzofuran-3-carboxylic acid OCCOC=1C=CC(=NC1)COC=1C=CC2=C(C(=C(O2)C)C(=O)O)C1